3-[2-({[3-fluoro-1-(3-fluoro(2-pyridyl))cyclobutyl]methyl}amino)pyrimidin-5-yl]-2-hydroxybenzamide dimethyl-3-oxo-6-phenoxy-1,3-dihydroisobenzofuran-1-ylphosphonate CC1=C2C(OC(C2=CC(=C1)OC1=CC=CC=C1)(P(O)(O)=O)C)=O.FC1CC(C1)(C1=NC=CC=C1F)CNC1=NC=C(C=N1)C=1C(=C(C(=O)N)C=CC1)O